(biphenylyl)(triphenyleneyl)dibenzoselenophene C1(=C(C=CC=C1)C1=C(C2=C([Se]C3=C2C=CC=C3)C=C1)C1=CC=CC=3C2=CC=CC=C2C2=CC=CC=C2C13)C1=CC=CC=C1